(5aR,6S,6aS)-ethyl 3-((1,1,6-trifluoro-3-(2-(trifluoromethyl)phenyl)-2,3-dihydro-1H-inden-5-yl)methoxy)-5,5a,6,6a-tetrahydrocyclopropa[4,5]cyclopenta[1,2-c]pyridine-6-carboxylate FC1(CC(C2=CC(=C(C=C12)F)COC1=CC2=C(C=N1)[C@H]1[C@@H](C2)[C@@H]1C(=O)OCC)C1=C(C=CC=C1)C(F)(F)F)F